CNCCC[SiH2]C(OCC)OCC N-methyl-3-aminopropyldiethoxymethylsilane